FC=1C=C(C=CC1)C1=CC=CC=C1 3'-fluoro[1,1'-biphenyl]